C(C)OC1CN(C1)[C@H]1[C@@H]([C@H]2CC[C@@H]1C2)OC=2C=C1CN(C(C1=CC2)=O)C2C(NC(CC2)=O)=O 3-(5-(((1S,2R,3R,4R)-3-(3-ethoxyazetidin-1-yl)bicyclo[2.2.1]heptan-2-yl)oxy)-1-oxoisoindolin-2-yl)piperidine-2,6-dione